[6-[(3,5-difluoro-2-pyridyl)methyl]-2-azaspiro[3.3]heptan-2-yl]-[6-(1H-1,2,4-triazol-5-yl)-2-azaspiro[3.3]heptan-2-yl]methanone FC=1C(=NC=C(C1)F)CC1CC2(CN(C2)C(=O)N2CC3(C2)CC(C3)C3=NC=NN3)C1